7-(3-(difluoromethoxy)-5-fluorophenyl)-3-(tetrahydro-2H-pyran-4-yl)-1-((3-(trifluoromethyl)phenyl)sulfonyl)-2,3-dihydroquinazolin-4(1H)-one FC(OC=1C=C(C=C(C1)F)C1=CC=C2C(N(CN(C2=C1)S(=O)(=O)C1=CC(=CC=C1)C(F)(F)F)C1CCOCC1)=O)F